(E)-3-(4-(3-(3-chlorophenyl-methyl)-1,2,4-oxadiazol-5-yl)phenyl)acrylic acid ethyl ester C(C)OC(\C=C\C1=CC=C(C=C1)C1=NC(=NO1)CC1=CC(=CC=C1)Cl)=O